OC(COC1=NC=CC(=C1)C=1C(=C2CCCC2=CC1)NC(=O)NS(=O)(=O)C)C=C N-((5-(2-((2-hydroxybut-3-en-1-yl)oxy)pyridin-4-yl)-2,3-dihydro-1H-inden-4-yl)carbamoyl)methanesulfonamide